3-allyl-3-(4-ethoxy-4-oxobutyl)-2-oxo-3,4-dihydroquinoline C(C=C)C1(C(NC2=CC=CC=C2C1)=O)CCCC(=O)OCC